COC1=CC=C(CN2C3=C(C=C(CC2=O)C=2OC(=CN2)C)C=CC(=C3)C3=CC=NC=C3)C=C1 1-(4-methoxybenzyl)-4-(5-methyloxazol-2-yl)-8-(pyridin-4-yl)-1,3-dihydro-2H-benzo[b]azepin-2-one